ClC=1C=C(C(=NC1)N1CC(N(C2(CN(C2)C=O)C1=O)[C@@H](C)C1=CC=C(C=C1)Cl)=O)F (S)-8-(5-chloro-3-fluoro-pyridin-2-yl)-5-(1-(4-chlorophenyl)ethyl)-6,9-dioxo-2,5,8-triazaspiro-[3.5]nonane-2-carbaldehyde